ClC1=C(C=C2C(=C(N(C2=C1F)C)C1=NNC(=N1)C(C(F)F)O)N1C=NC=C1)OC 1-(3-(6-chloro-7-fluoro-3-(1H-imidazol-1-yl)-5-methoxy-1-methyl-1H-indol-2-yl)-1H-1,2,4-triazol-5-yl)-2,2-difluoroethan-1-ol